(S)-7-(4-(3-fluoropyrrolidine-1-yl)but-1-yn-1-yl)-N-(1-isopropylpiperidine-4-yl)-6-methoxy-2-(piperidine-1-yl)quinazolin-4-amine F[C@@H]1CN(CC1)CCC#CC1=C(C=C2C(=NC(=NC2=C1)N1CCCCC1)NC1CCN(CC1)C(C)C)OC